3-phenyloxirane-2-carbaldehyde C1(=CC=CC=C1)C1C(O1)C=O